3,7-dimethyl-5-(2-methylpropyl)octanal CC(CC=O)CC(CC(C)C)CC(C)C